1-(4-bromophenyl)-2-p-toluenesulfonyl-ethanone BrC1=CC=C(C=C1)C(CS(=O)(=O)C1=CC=C(C)C=C1)=O